Cl.N[C@@H](CO)C=C (2R)-2-aminobut-3-en-1-ol hydrochloride